(2r,5s)-2,5-dimethyl-4-(5-(trifluoromethyl)-7H-pyrrolo[2,3-d]pyrimidin-4-yl)piperazine-1-carboxylic acid tert-butyl ester C(C)(C)(C)OC(=O)N1[C@@H](CN([C@H](C1)C)C=1C2=C(N=CN1)NC=C2C(F)(F)F)C